4,5-dihydro-spiro[furan-2,3'-indoline] N1CC2(C3=CC=CC=C13)OCCC2